ClC1=NC=C(C(=N1)C1=CN=C(S1)C1CCN(CC1)C(=O)OC(C)(C)C)Cl tert-butyl 4-(5-(2,5-dichloropyrimidin-4-yl)thiazol-2-yl)piperidine-1-carboxylate